NC=1C=C(C=CC1)N1N=C(C=C1)NC=1C=C2C=NN(C2=CC1)C1OCCCC1 N-(1-(3-aminophenyl)-1H-pyrazol-3-yl)-1-(tetrahydro-2H-pyran-2-yl)-1H-indazol-5-amine